2-((2-methoxy-4-((4-morpholino-piperidin-1-yl)sulfonyl)phenyl)amino)-4-(propylamino)-7H-pyrrolo[2,3-d]pyrimidin-5-carbonitrile COC1=C(C=CC(=C1)S(=O)(=O)N1CCC(CC1)N1CCOCC1)NC=1N=C(C2=C(N1)NC=C2C#N)NCCC